C1(=CC=CC=C1)[C@@H]1N(CCC2=CC=CC=C12)C(=O)O[C@H]1C[N+]2(CCC1CC2)[O-] (3R)-3-[[(1S)-1-phenyl-3,4-dihydroisoquinoline-2(1H)-carbonyl]oxy]-1-azabicyclo[2.2.2]octane 1-oxide